FC(C(=O)NC1(CC1)C(=O)N1CC2=CC(=CC=C2CC1)OC1=CC=C(C=C1)C(F)(F)F)(F)F 2,2,2-trifluoro-N-(1-(7-(4-(trifluoromethyl)phenoxy)-1,2,3,4-tetrahydro-isoquinoline-2-carbonyl)-cyclopropyl)acetamide